1-(4-(cyclopropylmethyl)-3,4-dihydroquinoxalin-1(2H)-yl)-2-(4-methylpiperazin-1-yl)propan C1(CC1)CN1CCN(C2=CC=CC=C12)CC(C)N1CCN(CC1)C